C(CCC)C1=NC=2C(=C3C(=NC2N)C=C(S3)C3CCN(CC3)C)N1CC1CCNCC1 2-butyl-1-(hexahydropyridin-4-ylmethyl)-7-(1-methyl-hexahydropyridin-4-yl)thieno[3,2-b]imidazo[4,5-d]pyridine-4-amine